3-(bromomethyl)oxetan BrCC1COC1